(2S,4S)-4-phenylpyrrolidine-2-carboxylic acid benzyl ester C(C1=CC=CC=C1)OC(=O)[C@H]1NC[C@@H](C1)C1=CC=CC=C1